C(=O)O.ClC=1C=C2CCCN(C2=C(C1)C1=C2C(=[N+](C=C1)[O-])C=C(S2)CN2C(CCC2=O)=O)[C@@H]2CN[C@@](C2)(C)CO 7-(6-chloro-1-((3S,5R)-5-(hydroxymethyl)-5-methylpyrrolidin-3-yl)-1,2,3,4-tetrahydroquinolin-8-yl)-2-((2,5-dioxopyrrolidin-1-yl)methyl)thieno[3,2-b]pyridine 4-oxide, formic acid salt